N6-(4-amino-3-iodobenzyl)adenosine NC1=C(C=C(CNC=2C=3N=CN([C@H]4[C@H](O)[C@H](O)[C@@H](CO)O4)C3N=CN2)C=C1)I